methyl 4-(6-(((1R,3R)-3-aminocyclopentyl)oxy)-2'-cyclobutyl-3'-fluoro-[1,1'-biphenyl]-3-yl)-1-methyl-1H-pyrazole-3-carboxylate N[C@H]1C[C@@H](CC1)OC1=CC=C(C=C1C1=C(C(=CC=C1)F)C1CCC1)C=1C(=NN(C1)C)C(=O)OC